[N+](=O)([O-])C1=CC=C(C=C1)N1CC2(CC2)CC1 5-(4-nitrophenyl)-5-azaspiro[2.4]heptane